C(C)(C)(C)OC(NCCCNC1=NC=CC(=C1)[N+](=O)[O-])=O (3-((4-Nitropyridin-2-yl)amino)propyl)carbamic acid tert-butyl ester